(R)-N-(5-(3-((5-Cyano-4-methoxypyrimidin-2-yl)amino)piperidin-1-yl)-[1,2,4]triazolo[1,5-a]pyridin-2-yl)acrylamide C(#N)C=1C(=NC(=NC1)N[C@H]1CN(CCC1)C1=CC=CC=2N1N=C(N2)NC(C=C)=O)OC